4-amino-N-ethyl-N-((1S)-1-(5-(trifluoromethyl)-2-pyridinyl)ethyl)-1,3-dihydrofuro[3,4-c]quinoline-8-carboxamide NC1=NC=2C=CC(=CC2C2=C1COC2)C(=O)N([C@@H](C)C2=NC=C(C=C2)C(F)(F)F)CC